N1C2=C(NCC1=O)N=CC=C2 3,4-dihydropyrido[2,3-b]pyrazine-2(1H)-one